[(tetrahydro-2-thienyl)methyl]-2-pyrrolidinecarboxamide S1C(CCC1)CN1C(CCC1)C(=O)N